FC1=C(C(=O)N)C=C(C=C1)C1=C(C=C(C(=C1)NC(C1=C(C=C(C=C1)F)C(F)(F)F)=O)N1C[C@H](N(CC1)C)C)F |r| 2-fluoro-5-[2-fluoro-5-[[4-fluoro-2-(trifluoromethyl)benzoyl]amino]-4-[rac-(3R)-3,4-dimethylpiperazin-1-yl]phenyl]benzamide